ClC1=CC=C(C=C1)C1(COCC1)C(=O)N 3-(4-chlorophenyl)-tetrahydrofuran-3-carboxamide